C1(CC1)OC1=C(C(=O)NC)C=C(C=C1)C=O 2-CYCLOPROPOXY-5-FORMYL-N-METHYLBENZAMIDE